(1R)-1-[3-(trifluoromethyl)phenyl]Ethane-1-amine FC(C=1C=C(C=CC1)[C@@H](C)N)(F)F